6'-[(4-sulfobutan-2-yl)oxy]-2',3'-dihydrospiro[cyclohexane-1,1'-indene]-4-carboxylic acid S(=O)(=O)(O)CCC(C)OC1=CC=C2CCC3(C2=C1)CCC(CC3)C(=O)O